N(=O)N[C@@H](CS)C(=O)O Nitrosocysteine